N-(2-(1-benzyl-1H-indol-3-yl)ethyl)-4-nitrobenzenesulfonamide C(C1=CC=CC=C1)N1C=C(C2=CC=CC=C12)CCNS(=O)(=O)C1=CC=C(C=C1)[N+](=O)[O-]